CC[C@H]([C@H](CCCCCC)O)O (3R,4S)-decan-3,4-diol